tert-butyl 6-[4-[3-chloro-4-(tetrahydrofuran-3-ylmethoxy)anilino]pyrido[3,2-d]pyrimidin-6-yl]-1,6-diazaspiro[3.3]heptane-1-carboxylate ClC=1C=C(NC=2C3=C(N=CN2)C=CC(=N3)N3CC2(CCN2C(=O)OC(C)(C)C)C3)C=CC1OCC1COCC1